8-(3,4,6,7,8,8a-hexahydro-1H-pyrrolo[1,2-a]pyrazine-2-carbonyl)-4-[(2R)-3-(3,4-dihydro-1H-isoquinolin-2-yl)-2-hydroxy-propyl]-2,2-dimethyl-3H-1,4-benzoxazepin-5-one C1C2N(CCN1C(=O)C1=CC3=C(C(N(CC(O3)(C)C)C[C@@H](CN3CC4=CC=CC=C4CC3)O)=O)C=C1)CCC2